7-(4-(dimethylamino)but-1-yn-1-yl)-N-(1-isopropylpiperidine-4-yl)-6-methoxy-2-(piperidine-1-yl)quinazolin-4-amine CN(CCC#CC1=C(C=C2C(=NC(=NC2=C1)N1CCCCC1)NC1CCN(CC1)C(C)C)OC)C